2-methyl-5-((1-methylazetidin-2-yl)methoxy)-N-(1-(naphthalen-1-yl)cyclopropyl)benzamide CC1=C(C(=O)NC2(CC2)C2=CC=CC3=CC=CC=C23)C=C(C=C1)OCC1N(CC1)C